1-((2-acetamidothiazol-5-yl)methyl)-N-(4-isopropylphenyl)piperidine-4-carboxamide C(C)(=O)NC=1SC(=CN1)CN1CCC(CC1)C(=O)NC1=CC=C(C=C1)C(C)C